ClC=1C=C(C=2CCC(C2C1)O)S(=O)(=O)NC1=C(C(=C(C=C1)F)C=1C=C2C=NC(=NC2=CC1)NC1CCN(CC1)C)F 6-chloro-N-(2,4-difluoro-3-(2-((1-methylpiperidin-4-yl)amino)quinazolin-6-yl)phenyl)-1-hydroxy-2,3-dihydro-1H-indene-4-sulfonamide